1-(1-(4-methoxybenzyl)-5-methyl-3-(trifluoromethyl)-4,5-dihydro-1H-imidazo[1,5-a]pyrazolo[3,4-c]pyridin-7-yl)ethan-1-one COC1=CC=C(CN2N=C(C3=C2C=2N(C(C3)C)C(=NC2)C(C)=O)C(F)(F)F)C=C1